(R)-3-(5-(3-(3-Amino-1-methyl-1H-pyrazolo[4,3-b]pyridin-5-yl)phenyl)isoxazol-3-yl)-3-hydroxy-1-methylpyrrolidin-2-one NC1=NN(C=2C1=NC(=CC2)C=2C=C(C=CC2)C2=CC(=NO2)[C@]2(C(N(CC2)C)=O)O)C